C(C=1C(C(=O)O)=CC=CC1)(=O)NN Phthalic Hydrazide